BrC1=CC=C2CCC(C2=C1)C(=O)OC methyl 6-bromo-2,3-dihydro-1H-indene-1-carboxylate